2-(2-(2-isopropylphenyl)-4-(1-phenylbut-2-yn-1-yl)piperazin-1-yl)-7-azaspiro[3.5]nonane C(C)(C)C1=C(C=CC=C1)C1N(CCN(C1)C(C#CC)C1=CC=CC=C1)C1CC2(C1)CCNCC2